(E)-1-(4-chloro-2-(phenylethynyl)phenyl)-3-phenylprop-2-en-1-one ClC1=CC(=C(C=C1)C(\C=C\C1=CC=CC=C1)=O)C#CC1=CC=CC=C1